(2S,4S)-4-[3-[3-[3-(2-hydroxyethylamino)propyl]-2-methyl-indazol-4-yl]phenoxy]pyrrolidine-1,2-dicarboxylic acid O1-tert-butyl O2-methyl ester COC(=O)[C@H]1N(C[C@H](C1)OC1=CC(=CC=C1)C=1C2=C(N(N=C2C=CC1)C)CCCNCCO)C(=O)OC(C)(C)C